4-t-butylpyridine C(C)(C)(C)C1=CC=NC=C1